N=1C=CN2C1N=CC(=C2)C=2C=CN1N=C(N=CC12)N[C@@H]1CC[C@@H](CC1)N cis-N1-(5-(imidazo[1,2-a]pyrimidin-6-yl)pyrrolo[2,1-f][1,2,4]triazin-2-yl)cyclohexane-1,4-diamine